C(#N)C=1C=C(C=CC1F)C1=NN(C(=C1CC1=CC(=C(C=C1)S(N)(=O)=O)F)CC1CC1)C=1SC=C(N1)C(=O)OCC ethyl 2-(3-(3-cyano-4-fluorophenyl)-5-(cyclopropylmethyl)-4-(3-fluoro-4-sulfamoylbenzyl)-1H-pyrazol-1-yl)thiazole-4-carboxylate